(allyloxymethyl)acrylic acid C(C=C)OCC(C(=O)O)=C